6'-{4-[(2-{3-[2-(4-methylpiperazin-1-yl)ethoxy]phenyl}ethyl)amino]-4-oxobutoxy}-2',3'-dihydrospiro[cyclohexane-1,1'-indene]-4-carboxylic acid CN1CCN(CC1)CCOC=1C=C(C=CC1)CCNC(CCCOC1=CC=C2CCC3(C2=C1)CCC(CC3)C(=O)O)=O